FC(C=1C(=C(C=CC1)[C@@H](C)NC(=O)C1=CN(C(C=C1NC1[C@@H]2CN(C[C@H]12)C)=O)[C@H]1[C@@H](C1)C)F)F N-((R)-1-(3-(difluoromethyl)-2-fluorophenyl)ethyl)-4-(((1R,5S,6s)-3-methyl-3-azabicyclo[3.1.0]hexan-6-yl)amino)-1-((1R,2R)-2-methylcyclopropyl)-6-oxo-1,6-dihydropyridine-3-carboxamide